O-p-coumaroyl-quercetin C(\C=C\C1=CC=C(C=C1)O)(=O)OC1=C(OC=2C=C(C=C(C2C1=O)O)O)C1=CC(O)=C(O)C=C1